FC1=CC=C(C=C1)[C@@H]1N(CCC2=CC=CC=C12)C(=O)[C@H]1C[C@H]2[C@@H](O[C@H](CN2)C)CO1 ((S)-1-(4-fluorophenyl)-3,4-dihydro-isoquinolin-2(1H)-yl)((3S,4aR,7R,8aS)-3-methyl-octahydropyrano[3,4-b][1,4]oxazin-7-yl)methanone